C1(CC1)C1=C(C=C(C(=O)O)C=C1)S(NC1=C(C=CC(=C1)N1N=NN=C1)C1NCCCC1)(=O)=O 4-cyclopropyl-3-(N-(2-(piperidin-2-yl)-5-(tetrazol-1-yl)phenyl)sulfamoyl)benzoic acid